C(C=C)O[C@@H]1C[C@H](N(CC1)C(=O)OC(C)(C)C)C1=C(C=C(C(=O)O)C=C1)OCCC=C 4-((2s,4s)-4-(allyloxy)-1-(tert-butoxycarbonyl)piperidin-2-yl)-3-(but-3-en-1-yloxy)benzoic acid